ClC1=C(C=C(C=C1)CSC=1N=CC2=C(N1)C(=CN2C(C)C)N2CCC(CC2)C(F)(F)F)CC(=O)O 2-(2-chloro-5-(((5-isopropyl-7-(4-(trifluoromethyl)piperidin-1-yl)-5H-pyrrolo[3,2-d]pyrimidin-2-yl)thio)methyl)phenyl)acetic acid